C(C)C1=C(C=CC=C1C1CCCCC1)NC1=CC=C(C=C1)NC1=CC=CC=C1 N-(2-ethyl-3-cyclohexylphenyl)-N'-phenyl-1,4-phenylenediamine